NC1=CC=C(C=N1)N1C[C@H](CCC1)N(CC1=CC(=NC=C1)C)CC1=CN(C2=CC(=C(C=C2C1=O)F)F)C(C)C 3-({[(3S)-1-(6-aminopyridin-3-yl)piperidin-3-yl][(2-methylpyridin-4-yl)methyl]amino}methyl)-6,7-difluoro-1-(propan-2-yl)-1,4-dihydroquinolin-4-one